trans-1-[[4-[(3S)-3-(2-pyridyl)isoxazolidine-2-carbonyl]cyclohexyl]methyl]pyrrolo[3,2-b]pyridine-6-carbonitrile N1=C(C=CC=C1)[C@H]1N(OCC1)C(=O)[C@@H]1CC[C@H](CC1)CN1C=CC2=NC=C(C=C21)C#N